1-(6-methyl-4-((3-(4'-(trifluoromethoxy)-[1,1'-biphenyl]-4-yl)propyl)amino)thieno[2,3-d]pyrimidin-2-yl)ethan-1-ol CC1=CC2=C(N=C(N=C2NCCCC2=CC=C(C=C2)C2=CC=C(C=C2)OC(F)(F)F)C(C)O)S1